4-(7-(1H-pyrazol-4-yl)-2-(3-(m-tolyl)-1H-pyrazol-1-yl)pyrazolo[1,5-a][1,3,5]triazin-4-yl)morpholine N1N=CC(=C1)C1=NN2C(N=C(N=C2N2CCOCC2)N2N=C(C=C2)C=2C=C(C=CC2)C)=C1